C(C)OCCOCCOCCNC(=O)N1C[C@H](CCC1)N1C=CC2=C1N=C(N=C2)C2=CNC1=NC=C(C=C12)F (S)-N-(2-(2-(2-ethoxyethoxy)ethoxy)ethyl)-3-(2-(5-fluoro-1H-pyrrolo[2,3-b]pyridin-3-yl)-7H-pyrrolo[2,3-d]pyrimidin-7-yl)piperidine-1-carboxamide